3-(2-fluoro-4-methylphenyl)-4,5-dihydro-1H-benzo[g]indole-2-carboxylic Acid FC1=C(C=CC(=C1)C)C1=C(NC=2C3=C(CCC12)C=CC=C3)C(=O)O